NC=1C2=C(N=CN1)N(C=C2C=2SC1=C(N2)C=CC=C1)[C@H]1C([C@@H]([C@](O1)(CO)F)O)(F)F (2S,3R,5R)-5-(4-amino-5-(benzo[d]thiazol-2-yl)-7H-pyrrolo[2,3-d]pyrimidin-7-yl)-2,4,4-trifluoro-2-(hydroxymethyl)tetrahydrofuran-3-ol